4-amino-7-(3-C-methyl-β-D-ribofuranosyl)-7H-pyrrolo[2,3-d]pyrimidine NC=1C2=C(N=CN1)N(C=C2)[C@H]2[C@H](O)[C@](O)([C@H](O2)CO)C